7,7'-((3-hydroxypropyl)azanediyl)bis(N-hexyl-N-octylheptane-1-sulfonamide) OCCCN(CCCCCCCS(=O)(=O)N(CCCCCC)CCCCCCCC)CCCCCCCS(=O)(=O)N(CCCCCCCC)CCCCCC